COC1=C(C(=O)O)C(=CC=C1)N(CC1=CC=C(C=C1)C)CC1=CC=C(C=C1)C 2-methoxy-6-[bis(4-methylbenzyl)amino]benzoic acid